N-(5-(3-(1-isopropyl-pyrrolidin-2-yl)propanamido)-2-methylpyridin-3-yl)-2-(1-(2-methoxyethyl)-1H-pyrazol-4-yl)pyrazolo[5,1-b]Thiazole-7-carboxamide C(C)(C)N1C(CCC1)CCC(=O)NC=1C=C(C(=NC1)C)NC(=O)C=1C=NN2C1SC(=C2)C=2C=NN(C2)CCOC